NC1C2(CC2)CCC12CCN(CC2)C=2N=CC(=NC2CO)SC2=C(C(=NC=C2)N2CC(C2)C(C)(C)O)Cl 2-(1-(4-(5-(4-amino-8-azadispiro[2.1.5.2]dodec-8-yl)-6-(hydroxymethyl)pyrazin-2-ylsulfanyl)-3-chloropyridin-2-yl)azetidin-3-yl)propan-2-ol